P(=O)(OC(C)(C)C)(OC(C)(C)C)OCN1C(OC2=C1C=C(C=C2)NC2=NC(=NC=C2C)NC2=CC=C(C=C2)C(N)=O)=O di-tert-butyl (5-(2-(4-carbamoylphenylamino)-5-methylpyrimidin-4-ylamino)-2-oxobenzo[d]oxazol-3(2H)-yl)methyl phosphate